aluminium carbide C[Al](C)C.C[Al](C)C